(S or R)-7-cyclopropyl-6-(1H-pyrazol-4-yl)-2-(quinuclidin-2-yl)thieno[3,2-d]pyrimidin-4(3H)-one C1(CC1)C1=C(SC2=C1N=C(NC2=O)[C@H]2N1CCC(C2)CC1)C=1C=NNC1 |o1:13|